(Z)-2-(((benzyloxy)carbonyl)amino)-4-((1S,4R)-bicyclo[2.2.1]Hept-2-yl)but-2-enoic acid methyl ester COC(/C(=C/CC1[C@H]2CC[C@@H](C1)C2)/NC(=O)OCC2=CC=CC=C2)=O